(3-sulfopropyl) acrylate C(C=C)(=O)OCCCS(=O)(=O)O